5-bromo-1-methyl-1,2,3,4-tetrahydroquinoline BrC1=C2CCCN(C2=CC=C1)C